4-(ethylaminomethyl)benzonitrile C(C)NCC1=CC=C(C#N)C=C1